5-(dimethylamino)-N-[(3S)-1-pyrrolo[1,2-a]pyrazin-1-ylpyrrolidin-3-yl]pyrimidine-2-carboxamide CN(C=1C=NC(=NC1)C(=O)N[C@@H]1CN(CC1)C=1C=2N(C=CN1)C=CC2)C